(2S)-2-((2-((4S)-4-(difluoromethyl)-2-hydroxy-1,2,3-oxathiazolidin-3-yl)-5,6-dihydrobenzo[f]imidazo[1,2-d][1,4]oxazepin-9-yl)amino)propionamide FC([C@H]1N(S(OC1)O)C=1N=C2N(CCOC3=C2C=CC(=C3)N[C@H](C(=O)N)C)C1)F